ethyl-thionitrogen C(C)S[N]